NC=1C=2N(C3=CC(=CC=C3N1)C(=O)N1[C@@H]3[C@H](CCC1)OC1=C3C=CC(=C1)C(F)(F)F)C=NC2F (4-amino-3-fluoroimidazo[1,5-a]quinoxalin-8-yl)((4aS,9bS)-7-(trifluoromethyl)-3,4,4a,9b-tetrahydrobenzofuro[3,2-b]pyridin-1(2H)-yl)methanone